COC=1C=C(C=CC1)C(=O)N1CC2=C(NC=3C=CC(=CC23)C2=CC=CC=C2)CC1 (3-methoxyphenyl)(8-phenyl-1,3,4,5-tetrahydro-2H-pyrido[4,3-b]indol-2-yl)methanone